N[C@@H]1CC[C@H](CC1)CNC(OC(C)(C)C)=O trans-tert-butyl (4-aminocyclohexyl)methylcarbamate